ClC1=C(C(=O)NCC(=O)NCCN(C)C)C=CC(=C1)NC=1C=2N(C=CN1)C(=CN2)C=2C(=NN(C2)CC#N)C(F)(F)F 2-chloro-4-[[3-[1-(cyanomethyl)-3-(trifluoromethyl)pyrazol-4-yl]imidazo[1,2-a]pyrazin-8-yl]amino]-N-[2-[2-(dimethylamino)ethylamino]-2-oxo-ethyl]benzamide